FC(C=1C(=C(C=CC1)C(C)NC1=C(C(=NC(=N1)C)CC(=O)O)C1OCCO1)F)F.C(C1=CC=CC=C1)OC(=O)N1C(CCC1=O)=O N-(benzyloxycarbonyl)succinimide 6-((1-(3-(difluoromethyl)-2-fluorophenyl)ethyl)amino)-5-(1,3-dioxolan-2-yl)-2-methylpyrimidine-4-acetate